3-((4-nitrobenzoyl)oxy)-4-phenylpyrrolidine-1-carboxylate [N+](=O)([O-])C1=CC=C(C(=O)OC2CN(CC2C2=CC=CC=C2)C(=O)[O-])C=C1